6-(3-(5-(1-cyclobutylpiperidin-4-yl)pyridin-2-yl)-4-(trifluoromethyl)-1H-pyrazol-5-yl)-8-methoxy-[1,2,4]triazolo[1,5-a]pyridine C1(CCC1)N1CCC(CC1)C=1C=CC(=NC1)C1=NNC(=C1C(F)(F)F)C=1C=C(C=2N(C1)N=CN2)OC